NCCOCCOCCOCCOCCOC1N(C(CC2=CC=CC=C12)C(=O)N[C@@H]1CCCC2=CC=CC=C12)C([C@H](C(C)(C)C)NC(COC)=O)=O 2-[2-[2-[2-(2-aminoethoxy)ethoxy]ethoxy]ethoxy]ethoxyl-2-[(2S)-2-[(2-methoxyacetyl)amino]-3,3-dimethyl-butanoyl]-N-[(1R)-tetralin-1-yl]-3,4-dihydro-1H-isoquinoline-3-carboxamide